2-(2,6-dioxo-piperidin-3-yl)-5-fluoro-isoindoline-1,3-dione O=C1NC(CCC1N1C(C2=CC=C(C=C2C1=O)F)=O)=O